NC=1C2=C(N=CN1)SC(=N2)C=2C=C(C=C(C2)C)C#C[C@]2(C(N(CC2)C)=O)O (R)-3-((3-(7-aminothiazolo[5,4-d]pyrimidin-2-yl)-5-methylphenyl)ethynyl)-3-hydroxy-1-methylpyrrolidin-2-one